4-(6-aminohexyl)-2-(2,6-dioxopiperidin-3-yl)isoindoline-1,3-dione NCCCCCCC1=C2C(N(C(C2=CC=C1)=O)C1C(NC(CC1)=O)=O)=O